chloro-1'-[trans-4-(pyridin-2-yloxy)cyclohexyl]-4'H,6'H-spiro[1,3-dioxepane-2,5'-[1,2,4]triazolo[4,3-a][1]benzazepine] ClC1C=2N(C3=C(CC14OCCCCO4)C=CC=C3)C(=NN2)[C@@H]2CC[C@H](CC2)OC2=NC=CC=C2